C(C)OC(C)=O.C(C)OC=O.C1(CCCCC1)=O cyclohexanone ethyl-formate ethyl-acetate